C(C(C)(C)C)(=O)OCCCCCCCCCCCCCCCC palmityl neopentanoate